BrC=1C=C(C=CC1)N1C(N(CCC1)CC1CCN(CC1)C1=C2C(N(C(C2=CC=C1)=O)C1C(NC(CC1)=O)=O)=O)=O (4-((3-(3-bromophenyl)-2-oxotetrahydropyrimidin-1(2H)-yl)methyl)piperidin-1-yl)-2-(2,6-dioxopiperidin-3-yl)isoindoline-1,3-dione